OCC1C(OC1=O)CCCCC(CC(=CC(=CC(=O)O)C)C)C 11-(3-hydroxymethyl-4-oxo-2-oxetanyl)-3,5,7-trimethyl-2,4-undecane-dienoic acid